BrC=1C=C2C(=C(C=NC2=CC1)I)O[C@@H]1C[C@H](CC1)NC(OC(C)(C)C)=O tert-butyl ((1S,3S)-3-((6-bromo-3-iodoquinolin-4-yl)oxy)cyclopentyl)carbamate